FC1=C(C=CC=C1F)[C@@H]([C@H]1[C@@H]2N(C(C=3N1N=CC(C3O)=O)=O)CCC2)C2=CC(=C(C=C2)F)F (9aR,10S)-10-((S)-(2,3-Difluorophenyl)(3,4-difluorophenyl)methyl)-4-hydroxy-8,9,9a,10-tetrahydro-7H-pyrrolo[1',2':4,5]pyrazino[1,2-b]pyridazin-3,5-dion